FC1=CC=C(CN2CCN(CC2)C=O)C=C1 (4-(4-fluorobenzyl)piperazin-1-yl)methanon